C1(CCC1)OCC#CC1=NC=2N(C(N(C(C2N1CC1=CC=C(C=C1)F)=O)CCCO)=O)C 8-(3-Cyclobutoxyprop-1-yn-1-yl)-7-(4-fluorobenzyl)-1-(3-hydroxypropyl)-3-methyl-3,7-dihydro-1H-purine-2,6-dione